6-methyl-5,7-dihydro-4H-benzothiophene-3-carboxylic acid CC1CC2=C(C(=CS2)C(=O)O)CC1